p-menthene-4-ol C1(=CCC(CC1)(C(C)C)O)C